4-[(2R)-3-(3,4-dihydro-1H-isoquinolin-2-yl)-2-hydroxy-propyl]-8-(4-methylpiperazin-1-carbonyl)-2,3-dihydro-1,4-benzoxazepin-5-one C1N(CCC2=CC=CC=C12)C[C@H](CN1CCOC2=C(C1=O)C=CC(=C2)C(=O)N2CCN(CC2)C)O